methyl-xanthene-9-spiro-4'-piperidine CN1CCC2(CC1)C1=CC=CC=C1OC=1C=CC=CC12